2-((S)-1-aminoethyl)-5-chloro-6-fluoro-3-(2-(hydroxymethyl)cyclopropyl)quinazolin-4(3H)-one hydrochloride Cl.N[C@@H](C)C1=NC2=CC=C(C(=C2C(N1C1C(C1)CO)=O)Cl)F